NC1=C(C(=CC=C1)F)B1OC(C)(C)C(C)(C)O1 (2-amino-6-fluorophenyl)boronic acid pinacol ester